C(C1=CC=CC=C1)C1=C(C=C(C=C1C)C)O 2-Benzyl-3,5-dimethylphenol